rac-5-{2-[(2R,5S)-2-(6-methoxypyridin-3-yl)-5-methylpiperidin-1-yl]-2-oxoacetamido}pyridine-3-carboxamide COC1=CC=C(C=N1)[C@@H]1N(C[C@H](CC1)C)C(C(=O)NC=1C=C(C=NC1)C(=O)N)=O |r|